N-(2-bromo-4-(perfluoropropane-2-yl)-6-(difluoromethyl)phenyl)-2-fluoro-3-(hydroxyamino)benzamide BrC1=C(C(=CC(=C1)C(C(F)(F)F)(C(F)(F)F)F)C(F)F)NC(C1=C(C(=CC=C1)NO)F)=O